Z-vinylphosphonate C(=C)P([O-])([O-])=O